Cl.N[C@H]1CCC2=C(NC1=O)N=CC(=C2)/C=C/C(=O)N(C)CC=2OC1=C(C2C)C(=CC=C1)F (S,E)-3-(7-amino-8-oxo-6,7,8,9-tetrahydro-5H-pyrido[2,3-b]azepin-3-yl)-N-((4-fluoro-3-methylbenzofuran-2-yl)methyl)-N-methylacrylamide hydrochloride